C12C=CC(C(OC1)O2)=O 6,8-dioxabicyclo[3.2.1]oct-2-en-4-one